Octane-3-amine hydrochloride Cl.CCC(CCCCC)N